C(C)(C)(C)[C@]12N([C@@H](C[C@H]2C1)[C@@H]([C@H](C(=O)OCC1=CC=CC=C1)C)OC)C(=O)O (1S,3S,5S)-tert-butyl-3-((1R,2R)-3-(benzyloxy)-1-methoxy-2-methyl-3-oxopropyl)-2-azabicyclo[3.1.0]hexane-2-carboxylic acid